3-(Dimethylamino)-2'-hydroxychalcone CN(C=1C=C(C=CC1)\C=C\C(=O)C1=C(C=CC=C1)O)C